5-hydroxy-6-(4-((6-(morpholinomethyl)pyridin-3-yl)ethynyl)phenethyl)pyrimidin-4(3H)-one OC=1C(NC=NC1CCC1=CC=C(C=C1)C#CC=1C=NC(=CC1)CN1CCOCC1)=O